ClC=1C=CC2=C(C=C[C@@H](O2)C(=O)NC23CC(C2)(C3)NC(COC3=CC(=C(C=C3)Cl)F)=O)C1 (2R)-6-chloro-N-{3-[2-(4-chloro-3-fluorophenoxy)acetamido]bicyclo[1.1.1]pentan-1-yl}-2H-1-benzopyran-2-carboxamide